2-(3,7-dimethylocta-2,6-dien-1-yl)-4-(isoxazol-5-yl)-5-pentylbenzene-1,3-diol CC(=CCC1=C(C=C(C(=C1O)C1=CC=NO1)CCCCC)O)CCC=C(C)C